2-Methyl-1-phenyl-1H-benzo[g]indazol-3,4,5(2H)-trion CN1N(C=2C3=C(C(C(C2C1=O)=O)=O)C=CC=C3)C3=CC=CC=C3